C1(CC1)C1=NOC(=N1)C12CCC(CC1)(CC2)CN(C(OC(C(F)(F)F)(C)C)=O)C2=NC=C(C(=C2)C2=CC=C(C=C2)C(C)(C)O)F 1,1,1-trifluoro-2-methylpropan-2-yl ((4-(3-cyclopropyl-1,2,4-oxadiazol-5-yl)bicyclo[2.2.2]octan-1-yl)methyl)(5-fluoro-4-(4-(2-hydroxypropan-2-yl)phenyl)pyridin-2-yl)carbamate